CC(C(=O)OCCOP(=O)(OCCOC(C(=C)C)=O)[O-])=C bis(2-methylacryloxyethyl)phosphate